O=C([C@H](CCC(NCCO[C@@H]1[C@@H](O)[C@@H](O)[C@H](O)[C@H](O1)CO)=O)NC(CC[C@@H](C(NCCO[C@@H]1[C@@H](O)[C@@H](O)[C@H](O)[C@H](O1)CO)=O)NC(CCCCC(=O)O)=O)=O)NCCO[C@@H]1[C@@H](O)[C@@H](O)[C@H](O)[C@H](O1)CO 6-{[(S)-5-{[(S)-1,5-dioxo-1,5-bis({2-[(α-D-mannopyranosyl)oxy]ethyl}amino)pentan-2-yl]amino}-1,5-dioxo-1-({2-[(α-D-mannopyranosyl)oxy]ethyl}amino)pentan-2-yl]amino}-6-oxohexanoic acid